FC1(CC1)C(=O)N[C@H](C(=O)N1[C@@H](C[C@H](C1)O)C(=O)NCC1=C(C=C(C=C1)C1=C(N=CS1)C)OCCCCC=O)C(C)(C)C (2S,4R)-1-((S)-2-(1-Fluorocyclopropane-1-carboxamido)-3,3-dimethylbutanoyl)-4-hydroxy-N-(4-(4-methylthiazol-5-yl)-2-((5-oxopentyl)oxy)benzyl)pyrrolidine-2-carboxamide